CHALCONE-AMIDE C=1(C(=CC=CC1)C(=O)N)\C=C\C(=O)C1=CC=CC=C1